tert-butyl (2S)-2-(((tert-butyldimethylsilyl)oxy)methyl)-5-hydroxy-5-methylpiperidine-1-carboxylate [Si](C)(C)(C(C)(C)C)OC[C@H]1N(CC(CC1)(C)O)C(=O)OC(C)(C)C